thiazol-5-yl-1,5-naphthyridine-3-carboxamide S1C=NC=C1C1=NC2=CC=CN=C2C=C1C(=O)N